4-(5-(methylamino)pyridin-2-yloxy)benzonitrile CNC=1C=CC(=NC1)OC1=CC=C(C#N)C=C1